C1=CC=CC=2C3=CC=CC=C3N(C12)C(=O)OCCOC1=CC(=CC(=C1)N(C)C)OCCOC(=O)N1C2=CC=CC=C2C=2C=CC=CC12 2-{3-[2-(9H-carbazol-9-ylcarbonyloxy)ethoxy]-5-(dimethylamino)phenoxy}ethyl 9H-carbazole-9-carboxylate